2,2-diazido-4-(2-(benzyloxy)ethyl)-3-oxohept-6-enoic acid methyl ester COC(C(C(C(CC=C)CCOCC1=CC=CC=C1)=O)(N=[N+]=[N-])N=[N+]=[N-])=O